benzyl (R)-4-(2,2,2-trifluoro-1-((4-(4-morpholino-7-((2-(trimethylsilyl)ethoxy)methyl)-7H-pyrrolo[2,3-d]pyrimidin-6-yl)phenyl)amino)ethyl)piperidine-1-carboxylate FC([C@H](NC1=CC=C(C=C1)C1=CC2=C(N=CN=C2N2CCOCC2)N1COCC[Si](C)(C)C)C1CCN(CC1)C(=O)OCC1=CC=CC=C1)(F)F